C(C)C1(C=C(C(=O)OCCC)C(=O)OCCC)CC=CC=C1 di-n-propyl (1-ethylbenzylidene)malonate